N-((3R,4S)-4-((8-cyclopropyl-6-(2,6-dichloro-3,5-dimethoxyphenyl)pyrido[3,4-d]pyrimidin-2-yl)amino)tetrahydrofuran-3-yl)acrylamide C1(CC1)C1=NC(=CC2=C1N=C(N=C2)N[C@H]2[C@H](COC2)NC(C=C)=O)C2=C(C(=CC(=C2Cl)OC)OC)Cl